NC1=C(N=CC(=N1)N1CCC2([C@@H](COC2)N)CC1)SC1=C2C(CN(C2=CC=C1)C)(F)F (S)-8-(6-amino-5-((3,3-difluoro-1-methylindolin-4-yl)thio)pyrazin-2-yl)-2-oxa-8-azaspiro[4.5]decan-4-amine